C(C1=CC=CC=C1)O[C@]1(C2=NN=C(C=3C(=CC(=C(O[C@@H](CC=CCC1)C)N3)C(F)(F)F)Br)O2)C(F)(F)F (6R,12R)-6-benzyloxy-17-bromo-12-methyl-6,15-bis(trifluoromethyl)-13,19-dioxa-3,4,18-triazatricyclo[12.3.1.12,5]nonadec-1(18),2,4,9,14,16-hexa-ene